3-Acetyl-N-(2-methoxy-5-(3'-methyl-2'-oxo-2',3'-dihydrospiro[cyclopropane-1,1'-pyrrolo[2,3-c]quinolin]-8'-yl)pyridin-3-yl)benzenesulfonamide C(C)(=O)C=1C=C(C=CC1)S(=O)(=O)NC=1C(=NC=C(C1)C1=CC=2C3=C(C=NC2C=C1)N(C(C31CC1)=O)C)OC